(3S,6S)-3-(tert-Butoxymethyl)-1,6-dimethyl-4-((6-methylpyridin-2-yl)methyl)piperazine-2,5-dione C(C)(C)(C)OC[C@H]1C(N([C@H](C(N1CC1=NC(=CC=C1)C)=O)C)C)=O